(S)-2-((4-(6-((3-chloropyrazolo[1,5-a]pyridin-5-yl)methoxy)pyridine-2-yl)piperidin-1-yl)methyl)-1-((oxetan-2-yl)methyl)-1H-benzo[d]imidazole-6-carboxylate ClC=1C=NN2C1C=C(C=C2)COC2=CC=CC(=N2)C2CCN(CC2)CC2=NC1=C(N2C[C@H]2OCC2)C=C(C=C1)C(=O)[O-]